C1=CC(OC(=O)C)=C2C=3[C@@]45[C@@H](O2)[C@@H](OC(=O)C)C=C[C@H]4[C@@H](CC13)N(C)CC5 (-)-heroin